N-acryl-glycine C(=O)(C=C)NCC(=O)O